1-(pyrimidin-5-ylmethyl)imidazolidine-2,4-dione N1=CN=CC(=C1)CN1C(NC(C1)=O)=O